7-(8-ethynylnaphthalen-1-yl)-8-fluoro-2-(((2R,7aS)-2-fluorotetrahydro-1H-pyrrolizin-7a(5H)-yl)methoxy)-N-methyl-N-(piperidin-4-yl)pyrido[4,3-d]pyrimidin-4-amine C(#C)C=1C=CC=C2C=CC=C(C12)C1=C(C=2N=C(N=C(C2C=N1)N(C1CCNCC1)C)OC[C@]12CCCN2C[C@@H](C1)F)F